1-[4-Chloro-3-(trifluoromethyl)phenyl]-4-[(5-nitrofuran-2-yl)methyl]piperazine ClC1=C(C=C(C=C1)N1CCN(CC1)CC=1OC(=CC1)[N+](=O)[O-])C(F)(F)F